Succinic acid mono-[2-(2-{2-[2-(2-{2-[2-(2-{2-[2-(2-methoxy-ethoxy)-ethoxy]-ethoxy}-ethoxy)-ethoxy]-ethoxy}-ethoxy)-ethoxy]-ethoxy}-ethoxy)-ethyl] ester COCCOCCOCCOCCOCCOCCOCCOCCOCCOCCOCCOC(CCC(=O)O)=O